5-(4-((3-ethyl-2,4-dioxo-1,2,3,4-tetrahydroquinazolin-7-yl)methyl)piperazin-1-yl)-N-methylpyrimidine-2-carboxamide C(C)N1C(NC2=CC(=CC=C2C1=O)CN1CCN(CC1)C=1C=NC(=NC1)C(=O)NC)=O